N-(7-bromo-2-(4-fluorobenzyl)isoindol-5-yl)-2-(2-chlorophenyl)acetamide BrC1=CC(=CC2=CN(C=C12)CC1=CC=C(C=C1)F)NC(CC1=C(C=CC=C1)Cl)=O